FC1=NC(=CC(=C1)N(C=1SC(=C(N1)C(=O)NC1C(CC1)(C)C)C)C(=O)C=1OC=CC1)F 2-((2,6-difluoro-4-pyridyl)-(furan-2-carbonyl)amino)-N-(2,2-dimethyl-cyclobutyl)-5-methyl-thiazole-4-carboxamide